tert-butyl ((S)-3-(6-aminopyridin-3-yl)-1-(((2S,3S)-3-methyl-1-(methylamino)-1-oxopentan-2-yl)amino)-1-oxopropan-2-yl)carbamate NC1=CC=C(C=N1)C[C@@H](C(=O)N[C@H](C(=O)NC)[C@H](CC)C)NC(OC(C)(C)C)=O